ClC=1SC2=C(N1)C=CC(=C2)CS(=O)(=O)N (2-chlorobenzo[d]thiazol-6-yl)methanesulfonamide